[Br-].C(C1=CC=CC=C1)[N+]1=CC=C(C=C1)OC1CCN(CC1)C(=O)OC(C)(C)C 1-benzyl-4-((1-(tert-butoxycarbonyl)piperidin-4-yl)oxy)pyridin-1-ium bromide